β-methyl-β-valerolactone CC1(CC(=O)O1)CC